3-((5-nitro-1-(phenylsulfonyl)-1H-pyrrolo[2,3-b]pyridin-4-yl) amino) tetrahydro-2H-pyran-3-carboxylate O1CC(CCC1)C(=O)ONC1=C2C(=NC=C1[N+](=O)[O-])N(C=C2)S(=O)(=O)C2=CC=CC=C2